FC1(C(C1)C#CC1=NC2=C(C=CC=C2C=C1)C1=NC2=CC(=NC=C2C=C1)CNC(=O)C=1C=CC2=C(C(=CO2)S(=O)(=O)CF)C1)F N-((2-(2-((2,2-difluorocyclopropyl)ethynyl)quinolin-8-yl)-1,6-naphthyridin-7-yl)methyl)-3-(monofluoromethanesulfonyl)benzofuran-5-carboxamide